4-methyl-7-nitro-3,4-dihydroquinoxalin-2(1H)-one CN1CC(NC2=CC(=CC=C12)[N+](=O)[O-])=O